ClC1=CC=C2C(C3C(NC2=C1)C1=C(S(C3)=O)C=3C=CC=CC3OC1)(C)C 10-chloro-7,7-dimethyl-6a,7,12,12a-tetrahydro-6H,13H-chromeno[3',4':5,6]thiopyrano[4,3-b]quinolone